2-(6-methyl-2-(4-methylphenyl)imidazo[1,2-a]pyridin-3-yl)acetonitrile CC=1C=CC=2N(C1)C(=C(N2)C2=CC=C(C=C2)C)CC#N